NC1=C2C=CN(C2=CC=C1F)C(=O)OC(C)(C)C tert-butyl 4-amino-5-fluoro-1H-indole-1-carboxylate